7-[5-fluoro-3-(2-hydroxyethyl)indolin-1-yl]-N-tetrahydropyran-4-yl-thiazolo[5,4-d]pyrimidine-2-carboxamide FC=1C=C2C(CN(C2=CC1)C=1C2=C(N=CN1)SC(=N2)C(=O)NC2CCOCC2)CCO